ClC1=C2N(C(C(=C1)NC1=CC(=NC=N1)NC(=O)C1CC1)=O)C(NC2=O)(C=2C=C(C=CC2)C)C N-(6-((8-chloro-3-methyl-1,5-dioxo-3-(m-tolyl)-1,2,3,5-tetrahydroimidazo[1,5-a]pyridin-6-yl)amino)pyrimidin-4-yl)cyclopropanecarboxamide